(S)-1-(6-methoxynaphthalen-2-yl)ethan-1-amine COC=1C=C2C=CC(=CC2=CC1)[C@H](C)N